7-fluoro-5-(5-methyl-2-(3,4,5-trimethylphenylamino)pyrimidin-4-ylamino)benzo[d]oxazol-2(3H)-one FC1=CC(=CC=2NC(OC21)=O)NC2=NC(=NC=C2C)NC2=CC(=C(C(=C2)C)C)C